8-Bromo-7-fluoro-3,4-dihydro-2H-benzo[b][1,4]oxazine BrC1=C(C=CC2=C1OCCN2)F